C(#N)[C@@H](C(F)F)N[S@@](=O)C(C)(C)C (S)-N-((S)-1-cyano-2,2-difluoroethyl)-2-methylpropane-2-sulfinamide